OC=1C=C(CNC2=C3N=CN(C3=NC=N2)[C@H]2[C@@H](O)[C@H](O)[C@H](O2)CO)C=C(C1)O 6-(3,5-Dihydroxybenzylamino)-9-β-D-arabinofuranosylpurin